spiro[cyclopropane-1,5'-inden]-7'(6'H)-one C=1C=CC2=CC3(CC(C12)=O)CC3